3-[2-[4-[(3S)-3-(5-fluoro-6-methylpyridin-3-yl)-1,2-oxazolidine-2-carbonyl]piperidin-1-yl]pyrimidin-4-yl]-1,3-oxazolidin-2-one FC=1C=C(C=NC1C)[C@H]1N(OCC1)C(=O)C1CCN(CC1)C1=NC=CC(=N1)N1C(OCC1)=O